C12CC(CC2C1)OC1=C(C=C(C=C1C)NC(=O)C=1N=C(OC1CC)N1CC(C1)(C)OC)F N-(4-(cis-bicyclo[3.1.0]hex-3-yloxy)-3-fluoro-5-methylphenyl)-5-ethyl-2-(3-methoxy-3-methylazetidin-1-yl)oxazole-4-carboxamide